C(C)(C)(C)OC(=O)N1C[C@H](CCC1)N (S)-tert-butyl-3-aminopiperidine-1-carboxylate